4-(4-Cyano-3-hydroxy-6-phenethyl-pyridin-2-yl)-4-oxo-butyric acid ethyl ester C(C)OC(CCC(=O)C1=NC(=CC(=C1O)C#N)CCC1=CC=CC=C1)=O